trimethoxy-dithiazine COC1=C(C(=NSS1)OC)OC